BrC1=NC2=C(N1CCCCO[Si](C1=CC=CC=C1)(C1=CC=CC=C1)C(C)(C)C)C(N(C2=O)C=2C(N(C=C(C2)Cl)C)=O)C2=CC=C(C=C2)Cl 2-bromo-1-(4-((tert-butyldiphenylsilyl)oxy)butyl)-5-(5-chloro-1-methyl-2-oxo-1,2-dihydropyridin-3-yl)-6-(4-chlorophenyl)-5,6-dihydropyrrolo[3,4-d]-imidazol-4(1H)-one